N-(2-fluoro-4-(5-(trifluoromethyl)-1,3,4-oxadiazol-2-yl)benzyl)-N-(m-tolyl)methanesulfonamide FC1=C(CN(S(=O)(=O)C)C=2C=C(C=CC2)C)C=CC(=C1)C=1OC(=NN1)C(F)(F)F